C1(CC1)NC1=C(C=CC(=C1)C(=O)OC)C1N(CCCC1)C(=O)OC(C)(C)C tert-Butyl 2-(2-(cyclopropylamino)-4-(methoxycarbonyl)phenyl)piperidine-1-carboxylate